5-(benzylsulfanyl)-1,2-thiazole-3-carbaldehyde C(C1=CC=CC=C1)SC1=CC(=NS1)C=O